2-(4-(4-fluorophenoxy)phenoxy)ethan-1-ol FC1=CC=C(OC2=CC=C(OCCO)C=C2)C=C1